BrCC\C=C\CC(OCC)OCC (3E)-1-bromo-6,6-diethoxy-3-hexene